6-O-α-D-Mannopyranosyl-D-mannose [C@H]1([C@@H](O)[C@@H](O)[C@H](O)[C@H](O1)CO)OC[C@H]([C@H]([C@@H]([C@@H](C=O)O)O)O)O